6-(3-cyano-5-fluorophenoxy)-2,7-dimethyl-2,3-dihydrobenzo[d]isothiazole-3-carbonitrile-1,1-dioxide C(#N)C=1C=C(OC2=C(C3=C(C(N(S3(=O)=O)C)C#N)C=C2)C)C=C(C1)F